C(#N)C=1C(=C(C=CC1)C1=NN2C(N=C(C=C2)C(=O)O)=C1C1=CC(=NC(=C1)C)C)C 2-(3-Cyano-2-methyl-phenyl)-3-(2,6-dimethyl-4-pyridyl)pyrazolo[1,5-a]pyrimidine-5-carboxylic acid